C(C)(C)(C)OC(=O)N[C@H](COC=1C(=C(C=CC1)CCCCC(=O)O)F)CCC(N)=O 5-[3-[(2S)-2-[(tert-butoxycarbonyl)amino]-4-carbamoylbutoxy]-2-fluorophenyl]pentanoic acid